NS(=O)(=O)N azanesulfonamide